1-((5-(4-fluoro-3-methoxyphenyl)-1,2,4-oxadiazol-3-yl)methyl)-2-methyl-N-(3-(trifluoromethyl)phenyl)piperidine-4-carboxamide FC1=C(C=C(C=C1)C1=NC(=NO1)CN1C(CC(CC1)C(=O)NC1=CC(=CC=C1)C(F)(F)F)C)OC